4-amino-7-fluoro-N-(2-propanyl)-N-((5-(trifluoromethyl)-2-pyrazinyl)methyl)-1,3-dihydrofuro[3,4-c]quinoline-8-carboxamide NC1=NC=2C=C(C(=CC2C2=C1COC2)C(=O)N(CC2=NC=C(N=C2)C(F)(F)F)C(C)C)F